N1C=CC2=CC=C(C=C12)S(=O)(=O)N1CCC(CC1)OC1=CC=C(C=C1)O 4-[[1-(1H-indol-6-ylsulfonyl)-4-piperidyl]oxy]phenol